5-chloro-2-methanesulfinyl-7-(1-methylcyclopropyl)imidazo[4,3-f][1,2,4]triazine ClC=1N=C(N2N=C(N=CC21)S(=O)C)C2(CC2)C